COC=1C=C2CCN(C(C2=CC1OC)COC1=CC=C(C=C1)OC)C=O (6,7-dimethoxy-1-[(4-methoxyphenoxy)methyl]-3,4-dihydroisoquinolin-2(1H)-yl)methanone